[Cl-].[Ca+2].[Fe+2].[Cl-].[Cl-].[Cl-] iron-calcium chloride